N1C(=CC=C1)C1=C(C=CC=C1)I 2-pyrrolyliodobenzene